COC=1C=C2C(=NC(=NC2=CC1OC)C)NC(C)C1=CC=C(S1)C1=CC=C(C=C1)C(C#N)(C)C 2-[4-(5-{1-[(6,7-dimethoxy-2-methylquinazolin-4-yl)amino]ethyl}thiophen-2-yl)phenyl]-2-methylpropanenitrile